ClC=1N=C(C2=C(N1)COC2)N2CC=1C=C(C=NC1CC2)NC=2C(=NC=CC2)F 6-(2-chloro-5,7-dihydrofuro[3,4-d]pyrimidin-4-yl)-N-(2-fluoropyridin-3-yl)-5,6,7,8-tetrahydro-1,6-naphthyridin-3-amine